(1,3-dihydroxypropan-2-yl)-3,5-dimethyl-1H-pyrazol OCC(CO)N1N=C(C=C1C)C